Cl.CN(CCN)S(=O)(=O)C1=CC=CC2=CC=CC=C12 N-methyl-N-naphthylsulfonyl-1,2-ethanediamine hydrochloride